tert-butyl-chlorodimethylsilan C(C)(C)(C)[Si](C)(C)Cl